methyl-3-amino-propanoate COC(CCN)=O